OCC(C1=NC=NC(=C1)OCC(F)(F)F)NC(=O)NC1CC2(C1)CCC2 1-{2-hydroxy-1-[6-(2,2,2-trifluoroethoxy)-pyrimidin-4-yl]-ethyl}-3-spiro[3.3]hept-2-yl-urea